4-(1H-tetrazol-5-yl)-benzamide N1N=NN=C1C1=CC=C(C(=O)N)C=C1